CN1N=C(C=C1C(=O)O)C1=NC=CC=C1 1-methyl-3-(pyridin-2-yl)-1H-pyrazole-5-carboxylic acid